[2-[(tertbutoxycarbonylamino)methyl]pyrimidin-5-yl]boronic acid C(C)(C)(C)OC(=O)NCC1=NC=C(C=N1)B(O)O